3-(4-(4-isopropylpiperazin-1-ylprop-1-enyl)phenyl)-1H-1,2,4-triazole-3,5-diamine C(C)(C)N1CCN(CC1)CC=CC1=CC=C(C=C1)C1(NNC(=N1)N)N